8-[6-(1-fluoro-2-methylpropan-2-yl)pyridin-3-yl]-6-oxo-2H,3H,4H,6H-pyrimido[2,1-b][1,3]thiazine-7-carbonitrile FCC(C)(C)C1=CC=C(C=N1)C=1N=C2SCCCN2C(C1C#N)=O